ClC1=C(C=C2C(C(NC2=C1)=O)=C(C1=CC(=NO1)OC)O)C1=CC=C(C=C1)C(CO)CO 6-chloro-5-[4-[2-hydroxy-1-(hydroxymethyl)ethyl]phenyl]-3-[hydroxy-(3-methoxyisoxazol-5-yl)methylene]indolin-2-one